3,6-diformyl-9-ethylcarbazole C(=O)C=1C=CC=2N(C3=CC=C(C=C3C2C1)C=O)CC